Cl.CC(C[C@@H](CC1=NOC(=C1)C)N)C (S)-4-methyl-1-(5-methylisoxazol-3-yl)pentan-2-amine hydrochloride